ethyl 3-((diphenylmethylene) amino)-3,3-di-p-tolylpropionate C1(=CC=CC=C1)C(C1=CC=CC=C1)=NC(CC(=O)OCC)(C1=CC=C(C=C1)C)C1=CC=C(C=C1)C